N=1C(=NN2C1C=CC=C2)C2=CN=C(C1=CN=C(C=C21)N)NC 4-([1,2,4]triazolo[1,5-a]pyridin-2-yl)-N1-methyl-2,7-naphthyridine-1,6-diamine